OC1=CC2=C(C(=C(CCC2)C2=CC=CC=C2)C2=CC=C(C=C2)N2CCC(CC2)CN2CCN(CC2)C=2C=C3CN(C(C3=CC2)=O)[C@H]2C(NC(CC2)=O)=O)C=C1 (R)-3-(5-(4-((1-(4-(3-hydroxy-8-phenyl-6,7-dihydro-5H-benzo[7]annulen-9-yl)phenyl)piperidin-4-yl)methyl)piperazin-1-yl)-1-oxoisoindolin-2-yl)piperidine-2,6-dione